C1(=CC=CC=C1)C1=NC(=NC(=N1)C1=CC=CC=C1)C=1C(=C(C(=CC1)C1=CC(=NC(=C1)C1=CC=CC=C1)C1=CC=CC=C1)C=1C=CC=2N(C3=CC=CC=C3C2C1)C1=CC=CC=C1)C=1C=CC=2N(C3=CC=CC=C3C2C1)C1=CC=CC=C1 3,3'-(3-(4,6-diphenyl-1,3,5-triazin-2-yl)-6-(2,6-diphenylpyridin-4-yl)-1,2-phenylene)bis(9-phenyl-9H-carbazole)